tert-Butyl 6-(ethylsulfonyl)-1-((4-(perfluoropropan-2-yl)phenyl)carbamoyl)-3,4-dihydroisoquinoline-2(1H)-carboxylate C(C)S(=O)(=O)C=1C=C2CCN(C(C2=CC1)C(NC1=CC=C(C=C1)C(C(F)(F)F)(C(F)(F)F)F)=O)C(=O)OC(C)(C)C